(trifluoromethyl)-6,7-dihydro-4H-indazol-4-ol FC(F)(F)C1=NNC=2CCCC(C12)O